(R)-methyl 2-(1-(2-(tert-butyloxy)-2-oxoethyl)-2-methylpyrrolidin-2-yl)-6-fluoro-1-tosyl-1H-indole-4-carboxylate C(C)(C)(C)OC(CN1[C@@](CCC1)(C)C=1N(C=2C=C(C=C(C2C1)C(=O)OC)F)S(=O)(=O)C1=CC=C(C)C=C1)=O